N=1C=NN2C1C=CC(=C2)C=2C=CN1N=C(N=C(C12)OC)NC1CC(C1)(N)C N1-(5-([1,2,4]Triazolo[1,5-a]pyridin-6-yl)-4-methoxypyrrolo[2,1-f][1,2,4]triazin-2-yl)-3-methylcyclobutane-1,3-diamine